carboxyl-urea C(=O)(O)NC(=O)N